OC1=C(C=C(C=C1)/C=C/C=C\1/C(C2=CC=CC=C2C1)=O)OC (E)-2-((E)-3-(4-Hydroxy-3-methoxyphenyl)allylidene)-2,3-dihydro-1H-inden-1-one